6-bromo-7-chloro-2-methylbenzo[d]oxazole BrC1=C(C2=C(N=C(O2)C)C=C1)Cl